1-(6-bromo-4-methylpyridin-3-yl)-1H-benzo[d]imidazol-2(3H)-one BrC1=CC(=C(C=N1)N1C(NC2=C1C=CC=C2)=O)C